2-Bromo-N-(3,3-difluorocyclobutyl)pyrazolo[1,5-a]pyrimidine-7-carboxamide BrC1=NN2C(N=CC=C2C(=O)NC2CC(C2)(F)F)=C1